O=C1NC(CCC1N1C(C2=C3C(C(=CC=C13)N1CCC(CC1)CC(=O)OCC1=CC=CC=C1)=CC=C2)=O)=O benzyl 2-[1-[1-(2,6-dioxo-3-piperidyl)-2-oxo-benzo[cd]indol-6-yl]-4-piperidyl]acetate